C[O-].[Cu+2].C1(=CC=CC=C1)P(C1=CC=CC=C1)C1=CC=CC=C1.C1(=CC=CC=C1)P(C1=CC=CC=C1)C1=CC=CC=C1.C[O-] bis(triphenylphosphine) copper (II) methoxide